CC(CC(C(=O)N=C=O)(C)C)C(=C)C methyl-isopropenyl-α,α-dimethylbutyryl isocyanate